C(CCCCCCC)SC=C1C(C(=CC(C1)=CSCCCCCCCC)C)O 2,4-di-(n-octylthiomethylene)-6-methylphenol